2-(6-fluoropyridin-2-yl)-2-(4-(trifluoromethyl)pyridin-2-yl)Acetonitrile FC1=CC=CC(=N1)C(C#N)C1=NC=CC(=C1)C(F)(F)F